N-[(3-bromophenyl)methylene]-4-methylaniline BrC=1C=C(C=CC1)C=NC1=CC=C(C=C1)C